C(C)(C)(C)OC(NC=1C(=CSC1)C=1SC=CC1)=O t-Butyl[2,3'-bithiophene]-4'-ylcarbamate